S(=O)(=O)([O-])[O-].C(CCCCCCC)[NH3+].C(CCCCCCC)[NH3+] Octylammonium sulfate